lithium benzaldehyde dimethyl acetal COC(C1=CC=CC=C1)OC.[Li]